C(C)(=O)OCC(CC(C=CCCCCCC=CCC=CCCCCC)=O)O 1-Acetoxy-2-hydroxy-4-oxoheneicosa-5,12,15-triene